BrC=1C=2C(C=3C(=NC(=NC3C1F)OC[C@]13CCCN3C[C@@H](C1)F)N1CCN(CC1)C(=O)OC(C)(C)C)=CN(N2)C tert-butyl 4-(4-bromo-5-fluoro-7-(((2R,7aS)-2-fluorotetrahydro-1H-pyrrolizin-7a(5H)-yl)methoxy)-2-methyl-2H-pyrazolo[4,3-f]quinazolin-9-yl)piperazine-1-carboxylate